stilbene isocyanate [N-]=C=O.C1(=CC=CC=C1)C=CC1=CC=CC=C1